C(C)(C)(C)C1=NN=C(O1)C(=O)NC1C2=C(CN(CC1)CCCO)C=C(C=C2)C2=NC(=NC=C2)NC=2C=NN(C2)C 5-(tert-butyl)-N-(2-(3-hydroxypropyl)-8-(2-((1-methyl-1H-pyrazol-4-yl)amino)pyrimidin-4-yl)-2,3,4,5-tetrahydro-1H-benzo[c]azepin-5-yl)-1,3,4-oxadiazole-2-carboxamide